C(\C=C\CCCCCC\C=C\C(=O)OC)(=O)OC Dimethyl (2E,10E)-dodeca-2,10-dienedioate